(±)-tert-butyl (1S,2S,3R,5R)-2-fluoro-3-((3-(2-hydroxy-4-(1-methyl-1H-pyrazol-4-yl)phenyl)-1,2,4-triazin-6-yl)oxy)-9-azabicyclo[3.3.1]nonane-9-carboxylate F[C@H]1[C@@H]2CCC[C@H](C[C@H]1OC1=CN=C(N=N1)C1=C(C=C(C=C1)C=1C=NN(C1)C)O)N2C(=O)OC(C)(C)C |r|